CC=1C=CC(=C2C=CC=NC12)N[C@@H]1CN(CC1)C(=O)OC(C)(C)C tert-butyl (S)-3-((8-methylquinolin-5-yl)amino)pyrrolidine-1-carboxylate